C(C)OCCNC(=O)C1=CC2=C(N(C(=N2)NC=2SC3=C(N2)C=CC(=C3)C(F)(F)F)CC)C=C1 1-Ethyl-2-(6-trifluoromethyl-benzothiazol-2-ylamino)-1H-benzoimidazole-5-carboxylic acid (2-ethoxy-ethyl)-amide